Cl.NCC1=CC=C(S1)C(CSC1=C2C(=NC(=N1)C(F)(F)F)N(N=C2)C)=O 1-(5-(aminomethyl)thiophen-2-yl)-2-((1-methyl-6-(trifluoromethyl)-1H-pyrazolo[3,4-d]pyrimidin-4-yl)thio)ethan-1-one hydrochloride